NC1=NC=2C=CC=NC2C2=C1N=C(N2CCCCNC(\C=C\C2=CC=C(C=C2)N(C)C)=O)CCCC (E)-N-(4-(4-amino-2-butyl-1H-imidazo[4,5-c][1,5]naphthyridin-1-yl)butyl)-3-(4-(dimethylamino)phenyl)acrylamide